FC1=C(C=CC(=C1)C#N)C1=CC=C(C=C1)S(=O)(=O)CC1CCC(CC1)(C)O 2-Fluoro-4'-{[cis-4-hydroxy-4-methylcyclohexyl]methanesulfonyl}-[1,1'-biphenyl]-4-carbonitrile